6-((2-(2-Hydroxyethoxy)ethyl)(methyl)amino)undecane-1,11-diyl bis(3-cyclopentadecylpropanoate) C1(CCCCCCCCCCCCCC1)CCC(=O)OCCCCCC(CCCCCOC(CCC1CCCCCCCCCCCCCC1)=O)N(C)CCOCCO